(E)-2-((2S,3S,12bS)-3-ethyl-8-methoxy-1,2,3,4,6,7,12,12b-octahydroindolo[2,3-a]quinolizin-2-yl)-3-methoxy-N-propylacrylamide C(C)[C@@H]1CN2CCC3=C([C@@H]2C[C@@H]1/C(/C(=O)NCCC)=C\OC)NC1=CC=CC(=C13)OC